BrC1=CN(C2=CC=C(C=C12)O[Si](C)(C)C(C)(C)C)C(=O)OC(C)(C)C tert-butyl 3-bromo-5-(tert-butyldimethylsilyloxy)-1H-indole-1-carboxylate